[Na+].C(CCCCCCCCCCCCCCCCC)(=O)/C(/C(=O)[O-])=C\C(=O)[O-].[Na+] Stearoyl-fumaric acid sodium salt